benzyl (2-(2-(((1R,5S,6s)-3-(3-methyl-1-(pyrimidin-2-yl)-1H-pyrazole-4-carbonyl)-3-azabicyclo[3.1.0]hexan-6-yl)oxy)-6-(2,4,4-trimethylpiperidin-1-yl)pyridin-4-yl)propan-2-yl)carbamate CC1=NN(C=C1C(=O)N1C[C@@H]2C([C@@H]2C1)OC1=NC(=CC(=C1)C(C)(C)NC(OCC1=CC=CC=C1)=O)N1C(CC(CC1)(C)C)C)C1=NC=CC=N1